Dodecyl-pentasiloxane C(CCCCCCCCCCC)[SiH2]O[SiH2]O[SiH2]O[SiH2]O[SiH3]